N-hydroxyethyl-N-carboxyethyl ethylenediamine acetate C(C)(=O)O.OCCN(CCN)CCC(=O)O